1-((S*)-1-(2-((S)-Amino(4,4-difluorocyclohexyl)methyl)imidazo[1,2-b]pyridazin-7-yl)ethyl)-5,5-difluorotetrahydropyrimidin-2(1H)-one N[C@H](C=1N=C2N(N=CC(=C2)[C@H](C)N2C(NCC(C2)(F)F)=O)C1)C1CCC(CC1)(F)F |o1:10|